C(C1CCCO1)C(C(=O)O)=C.C(C=C)(=O)OCC1OCCC1 tetrahydrofuran-2-yl-methyl acrylate (tetrahydrofurfuryl acrylate)